tert-butyl((1s,3s)-3-hydroxy-1-(4-(4,4,5,5-tetramethyl-1,3,2-dioxaborolan-2-yl)phenyl)cyclobutyl)carbamate C(C)(C)(C)OC(NC1(CC(C1)O)C1=CC=C(C=C1)B1OC(C(O1)(C)C)(C)C)=O